COC(=O)C1=CC2=C(N(C(=N2)NC=2SC3=C(N2)C=CC(=C3)C)C)C=C1 1-Methyl-2-(6-methyl-benzothiazol-2-ylamino)-1H-benzoimidazole-5-carboxylic acid methyl ester